(S)-4-(3-(5-fluoro-2-methoxypyridin-4-yl)-1H-pyrazole-5-carbonyl)-N-((4-(trifluoromethyl)-1H-imidazol-5-yl)methyl)-4-azaspiro[2.5]octane-7-carboxamide FC=1C(=CC(=NC1)OC)C1=NNC(=C1)C(=O)N1C2(CC2)C[C@H](CC1)C(=O)NCC1=C(N=CN1)C(F)(F)F